6'-(3,5-Dimethylisoxazol-4-yl)-2'-oxo-1',4'-dihydro-2'H-spiro[pyrrolidine-3,3'-quinoline]-1-carbonitrile CC1=NOC(=C1C=1C=C2CC3(C(NC2=CC1)=O)CN(CC3)C#N)C